4-(4-(3-ethynylphenyl)-1H-1,2,3-triazol-1-yl)-2-hydroxybenzoic acid C(#C)C=1C=C(C=CC1)C=1N=NN(C1)C1=CC(=C(C(=O)O)C=C1)O